FC1=C(C=C(CNC(=O)NC2CC3(CC3)C2)C=C1)C(F)(F)F 1-(4-fluoro-3-trifluoromethyl-benzyl)-3-spiro[2.3]hex-5-yl-urea